(S)-5-((bis((pivaloyloxy)methoxy)phosphoryl)fluoromethyl)benzo[b]thiophene-2-carboxylic acid C(C(C)(C)C)(=O)OCOP(=O)(OCOC(C(C)(C)C)=O)[C@@H](C1=CC2=C(SC(=C2)C(=O)O)C=C1)F